N-(3-{6-azaspiro[2.5]octane-6-yl}-4-{4-[2-(4,4-difluoropiperidin-1-yl)-6-Methylpyridin-4-yl]-1H-1,2,3-triazol-1-yl}phenyl)-2-hydroxyethane-1-sulfonamide C1CC12CCN(CC2)C=2C=C(C=CC2N2N=NC(=C2)C2=CC(=NC(=C2)C)N2CCC(CC2)(F)F)NS(=O)(=O)CCO